Benzyl 4-(5-(tert-butylamino)-6-ethylimidazo[2,1-b]thiazol-2-yl)piperidine-1-carboxylate C(C)(C)(C)NC1=C(N=C2SC(=CN21)C2CCN(CC2)C(=O)OCC2=CC=CC=C2)CC